NC=1N=CC(=NC1)N1CC(N(CC1)C(=O)OC(C)(C)C)(C)C tert-butyl 4-(5-aminopyrazin-2-yl)-2,2-dimethylpiperazine-1-carboxylate